C(C)(C)NC(C1=C(C=CC=C1)C#CC1=CC=CC=C1)=O N-isopropyl-2-(phenylethynyl)benzamide